(S)-N-(3-(1-((2-ethyl-2H-pyrazolo[3,4-b]pyrazin-6-yl)amino)ethyl)phenyl)-4-formyl-3-methylbenzamide C(C)N1N=C2N=C(C=NC2=C1)N[C@@H](C)C=1C=C(C=CC1)NC(C1=CC(=C(C=C1)C=O)C)=O